aminoBenzoic acid tert-butyl ester C(C)(C)(C)OC(C1=C(C=CC=C1)N)=O